ClC1=NC=C(C(=C1)NCC[C@H](C)OC1=C(C=NN1C)C1=NC=CC(=N1)N)C1=NN(C(=C1)C(F)(F)F)C (S)-2-(5-((4-((2-Chloro-5-(1-methyl-5-(trifluoromethyl)-1H-pyrazol-3-yl)pyridin-4-yl)amino)butan-2-yl)oxy)-1-methyl-1H-pyrazol-4-yl)pyrimidin-4-amine